ClC1=NC=C(C(=C1)C=1C2=C(N(N=C2C=CC1)C)C1CC1)F (2-chloro-5-fluoropyridin-4-yl)-3-cyclopropyl-2-methyl-2H-indazole